ClC1=CC=C(C=C1)C1=NC=NC(=C1C#N)O 4-(4-chlorophenyl)-5-cyano-6-hydroxypyrimidine